2-(4-((4-(4-isopropylphenyl)-5-oxo-4,5-dihydro-1H-1,2,4-triazol-1-yl)methyl)-2,6-Dimethylphenoxy)-2-methylpropionic acid C(C)(C)C1=CC=C(C=C1)N1C=NN(C1=O)CC1=CC(=C(OC(C(=O)O)(C)C)C(=C1)C)C